(S)-(4,5-dihydro-7H-thieno[2,3-c]pyran-7-yl)-N-methyl-methylamine (R)-mandelate C([C@H](O)C1=CC=CC=C1)(=O)O.S1C=CC2=C1[C@H](OCC2)N(C)C